Rel-N-(6-amino-5-ethyl-3-pyridyl)-2-[(2R,4S,5R)-2-(1,3-benzothiazol-5-yl)-4-methoxy-5-methyl-1-piperidyl]-2-oxo-acetamide NC1=C(C=C(C=N1)NC(C(=O)N1[C@H](C[C@@H]([C@@H](C1)C)OC)C=1C=CC2=C(N=CS2)C1)=O)CC |o1:12,14,15|